Sodium alpha-hydroxybutyrate (DL-2-Hydroxybutyrate) O[C@@H](C(=O)[O-])CC.OC(C(=O)O)CC.[Na+] |r|